cis-dodecenoic acid C(\C=C/CCCCCCCCC)(=O)O